COC1=CC=C2C(=CNC(C2=C1)=O)C1=C(C#N)C=CC=C1 2-(7-methoxy-1-oxo-1,2-dihydroisoquinolin-4-yl)benzonitrile